1-(2-hydroxyethyl)-1H-pyrazole-4-carboxamide OCCN1N=CC(=C1)C(=O)N